ClC1=C(C=C2C=NN(C2=C1)C(CC(C)C)C=1C=CC=NC1)C1=C(C=C(C=C1)Cl)C 5-[1-[6-chloro-5-(4-chloro-2-methyl-phenyl)indazol-1-yl]-3-methyl-butyl]Pyridine